N-(6-(2-(6-cyclopropyl-8-(3-methyl-2,4-dioxoimidazolidin-1-yl)imidazo[1,2-a]pyridin-2-yl)ethyl)pyrimidin-4-yl)-2-(4-methylpyrimidin-2-yl)cyclopropane-1-carboxamide C1(CC1)C=1C=C(C=2N(C1)C=C(N2)CCC2=CC(=NC=N2)NC(=O)C2C(C2)C2=NC=CC(=N2)C)N2C(N(C(C2)=O)C)=O